NC=1C(=C(C=C2C=C(N=CC12)NC(=O)[C@H]1[C@@H](C1)C#N)C=1C=NC=CC1C)C=O |r| (+-)-trans-N-[8-amino-7-formyl-6-(4-methyl-3-pyridyl)-3-isoquinolinyl]-2-cyano-cyclopropanecarboxamide